ethyl 1-(di(ethoxycarbonyl) amino)-1H-imidazole-2-carboxylate C(C)OC(=O)N(N1C(=NC=C1)C(=O)OCC)C(=O)OCC